CN(C1=NC=2N(C3=CC(=CC=C13)NCCO)C=NN2)C2=CC=CC=C2 2-((5-(Methyl(phenyl)amino)-[1,2,4]triazolo[4,3-a]quinazolin-8-yl)amino)ethanol